(R)-2-methyl-8-(4-((1-(2-methyl-3-(trifluoromethyl)phenyl)ethyl)amino)quinolin-6-yl)-2,8-diazaspiro[4.5]decan-1-one CN1C(C2(CC1)CCN(CC2)C=2C=C1C(=CC=NC1=CC2)N[C@H](C)C2=C(C(=CC=C2)C(F)(F)F)C)=O